O=C1C=C(OC2=C1C=CC=C2)C(=O)O 4-oxo-4H-1-benzopyran-2-carboxylic acid